(2-(3-chloro-2-hydroxy-phenyl)-6a-methyl-5,6,6a,7,9,10-hexahydro-8H-pyrazino[1',2':4,5]-pyrazino[2,3-c]pyridazin-8-yl)(2,2-dimethylpiperazin-1-yl)methanone ClC=1C(=C(C=CC1)C=1C=C2C(=NN1)NCC1(N2CCN(C1)C(=O)N1C(CNCC1)(C)C)C)O